(2-amino-4-fluoro-5-methylphenyl)(1-(tetrahydro-2H-pyran-2-yl)-1H-pyrazol-4-yl)methanone NC1=C(C=C(C(=C1)F)C)C(=O)C=1C=NN(C1)C1OCCCC1